(S)-N-(3-(2-(tert-butylamino)-6-morpholinopyridin-4-yl)-4-methylphenyl)-3-(2,2,2-trifluoroethyl)pyrrolidine-1-carboxamide C(C)(C)(C)NC1=NC(=CC(=C1)C=1C=C(C=CC1C)NC(=O)N1C[C@@H](CC1)CC(F)(F)F)N1CCOCC1